C1(CC1)C=1N=CC2=C3C(=CC(=C2C1)S(NCC(C)C)(=O)=O)[C@@H](C[C@H]3NC(=O)C=3C=NC=CC3)NC(\C=C\C3=C(C=CC=C3)Cl)=O |r| N-[trans-(7RS,9RS)-3-cyclopropyl-5-(2-methylpropylsulfamoyl)-7-[[rac-(E)-3-(2-chlorophenyl)prop-2-enoyl]amino]-8,9-dihydro-7H-cyclopenta[h]isoquinolin-9-yl]pyridine-3-carboxamide